C(C)(C)(C)C(C(C(=O)OCC(COC(C(C(C1=CC=CC=C1)C(C)(C)C)(O)C(C)(C)C)=O)(COC(C(C(C1=CC=CC=C1)C(C)(C)C)(O)C(C)(C)C)=O)COC(C(C(C1=CC=CC=C1)C(C)(C)C)(O)C(C)(C)C)=O)(O)C(C)(C)C)C1=CC=CC=C1 pentaerythritol tetrakis(bis-t-butylhydroxyhydrocinnamate)